C(C)N1CCC(CC1)C=1C2=CN(N=C2C(=CC1)C(=O)NC=1C=C(C=2N(C1)C=C(N2)C)F)C 4-(1-ethylpiperidin-4-yl)-N-[8-fluoro-2-methylimidazo[1,2-a]pyridin-6-yl]-2-methylindazole-7-carboxamide